5-chloro-3-(4-isopropylbenzoylamino)benzofuran-2-carboxylic acid ClC=1C=CC2=C(C(=C(O2)C(=O)O)NC(C2=CC=C(C=C2)C(C)C)=O)C1